chromium vanadium-titanium-iron water O.[Fe].[Ti].[V].[Cr]